N[C@@H]1[C@@H](NCCC1)C1=C(C2=NC(=CC(=C2S1)NCC=1SC=CC1)Cl)Br 2-((2R,3S)-3-aminopiperidin-2-yl)-3-bromo-5-chloro-N-(thiophen-2-ylmethyl)thieno[3,2-b]pyridin-7-amine